(2-aminothiazol-4-yl)(5-((4-(trifluoromethyl)phenyl)amino)-3,4-dihydroisoquinolin-2(1H)-yl)methanone NC=1SC=C(N1)C(=O)N1CC2=CC=CC(=C2CC1)NC1=CC=C(C=C1)C(F)(F)F